2-(6-((E)-((1S,2R,5R)-2-fluoro-1-methyl-9-azabicyclo[3.3.1]nonan-3-ylidene)methyl)-1,2,4-triazin-3-yl)-5-(1H-imidazol-1-yl)phenol F[C@H]\1[C@@]2(CCC[C@H](C/C1=C\C1=CN=C(N=N1)C1=C(C=C(C=C1)N1C=NC=C1)O)N2)C